(+/-)-cis-tert-Butyl 3-(4-Hydroxyphenyl)-4-{[(3-oxoisoindolin-5-yl)oxy]methyl}pyrrolidine-1-carboxylate OC1=CC=C(C=C1)[C@@H]1CN(C[C@@H]1COC=1C=C2C(NCC2=CC1)=O)C(=O)OC(C)(C)C |r|